Cl.OCCNC(C(C)C)=N N-(2-hydroxyethyl)-2-methylpropionamidine hydrochloride